C1(CCCC1)NC1=CC=C2C(NC(=NC2=C1)CSC1CCC(CC1)O)=O 7-(cyclopentylamino)-2-(((4-hydroxycyclohexyl)thio)methyl)quinazolin-4(3H)-one